1-(4-(3-aminobenzo[d]isoxazol-4-yl)-2-tolyl)-3-(3-(trifluoromethoxy)phenyl)urea NC1=NOC2=C1C(=CC=C2)C2=CC(=C(C=C2)C)NC(=O)NC2=CC(=CC=C2)OC(F)(F)F